OC(COC1=CC=C(C=C1)CCCNC(C)C)CNC(C)C 3-[4-[2-hydroxy-3-(isopropylamino)propoxy]phenyl]-N-isopropylpropylamine